1-(9Z,12Z,15Z-octadecatrienoyl)-2-(6Z,9Z,12Z,15Z-octadecatetraenoyl)-glycero-3-phospho-(1'-sn-glycerol) CC/C=C\C/C=C\C/C=C\CCCCCCCC(=O)OC[C@H](COP(=O)(O)OC[C@H](CO)O)OC(=O)CCCC/C=C\C/C=C\C/C=C\C/C=C\CC